ClC=1C=C2C(=C(C=NC2=CC1)C(\C=C\C1=CC=C(C=C1)OC)=O)C (E)-6-Chloro-3-(3-(4-methoxyphenyl)acryloyl)-4-methylquinolin